N1(CCC1)C1=NC(=CC(=N1)OC1CCC1)CCCCCCCCCCCCCCCC Azetidin-1-yl-4-cyclobutoxy-6-hexadecylpyrimidine